(+)-di-p-toluoyl-D-tartaric acid CC1=CC=C(C=C1)C(=O)O[C@@H]([C@@H](C(=O)O)OC(=O)C2=CC=C(C=C2)C)C(=O)O